C(=O)C1=CC=C(C=C1)C#CC=1C=C(C2=CN(N=C2C1C)C(C(=O)NC=1SC=CN1)C1=C2N(C=N1)C1(CC1)CC2)C(F)(F)F 2-[6-[2-(4-formylphenyl)ethynyl]-7-methyl-4-(trifluoromethyl)indazol-2-yl]-2-spiro[6,7-dihydropyrrolo[1,2-c]imidazole-5,1'-cyclopropane]-1-yl-N-thiazol-2-yl-acetamide